C(C1=CC=CC=C1)OC(=O)N1CCC(CC1)C1=NC2=NC=NC(=C2N1)C(=O)O 8-(1-((Benzyloxy)carbonyl)piperidin-4-yl)-7H-purine-6-carboxylic acid